N-(2-(methoxycarbonyl)-5-phenoxybenzyl)-N-tosylglycylglycine COC(=O)C1=C(CN(CC(=O)NCC(=O)O)S(=O)(=O)C2=CC=C(C)C=C2)C=C(C=C1)OC1=CC=CC=C1